N-(4-cyanobenzyl)pyridin-2-amine C(#N)C1=CC=C(CNC2=NC=CC=C2)C=C1